((((9H-fluoren-9-yl)methoxy)carbonyl)amino)-4-(tertiary-butoxy)-4-oxobutanoic acid C1=CC=CC=2C3=CC=CC=C3C(C12)COC(=O)NC(C(=O)O)CC(=O)OC(C)(C)C